tert-butyl (2-fluoro-3-methoxy-6-(1H-1,2,3-triazol-4-yl)benzyl)carbamate FC1=C(CNC(OC(C)(C)C)=O)C(=CC=C1OC)C=1N=NNC1